OC(C)(C)C1CN(C1)C=1C=C(C=2N(C1)N=CC2C#N)C=2C=NC(=CC2)N2CC1N(C(C2)C1)CC=1C=NC(=CC1)OC 6-(3-(2-hydroxypropan-2-yl)azetidin-1-yl)-4-(6-(6-((6-methoxypyridin-3-yl)methaneyl)-3,6-diazabicyclo[3.1.1]heptan-3-yl)pyridin-3-yl)pyrazolo[1,5-a]pyridine-3-carbonitrile